methyl 2-{3-[(3R)-3-{3-bromopyrrolo[3,2-c]pyridin-1-yl}pyrrolidin-1-yl]-1,2-oxazol-5-yl}-3-methylbutanoate BrC1=CN(C2=C1C=NC=C2)[C@H]2CN(CC2)C2=NOC(=C2)C(C(=O)OC)C(C)C